CC1=CNC2=CC=CC=C12 (3-methyl)indole